CS(=O)(=O)C=1C=C(SC1)B1OC(C(O1)(C)C)(C)C 2-(4-methanesulfonylthiophen-2-yl)-4,4,5,5-tetramethyl-1,3,2-dioxaborolane